F[C@@H]1C[C@H](N(C1)C(=O)OC(C)(C)C)[C@H](C)O tert-butyl (2S,4R)-4-fluoro-2-[(1S)-1-hydroxyethyl]pyrrolidine-1-carboxylate